1-[trans-4-cyanotetrahydro-2H-pyran-3-yl]-3-[[2-hydroxy-8-(trifluoromethyl)-1,2-benzoxaborinin-6-yl]amino]pyrazole-4-carboxamide C(#N)[C@H]1[C@@H](COCC1)N1N=C(C(=C1)C(=O)N)NC=1C=C(C2=C(C=CB(O2)O)C1)C(F)(F)F